[(5R)-3-[3-Fluoro-4-[4-(1-methylazetidin-3-yl)sulfonylphenyl]phenyl]-4,5-dihydroisoxazol-5-yl]methanol FC=1C=C(C=CC1C1=CC=C(C=C1)S(=O)(=O)C1CN(C1)C)C1=NO[C@H](C1)CO